ClC1=CC(=C(C=C1)C(C(=O)OC(C)(C)C)(CC(=O)OC)C#N)C1OCCO1 1-tert-butyl 4-methyl 2-(4-chloro-2-(1,3-dioxolan-2-yl)phenyl)-2-cyanosuccinate